3-oxo-1-phenyl-2,6,9,12-tetraoxapentadecan-15-oic acid O=C(OCC1=CC=CC=C1)CCOCCOCCOCCC(=O)O